2-((4-(6-((4-Chloro-2-fluorobenzyl)oxy)pyridin-2-yl)piperidin-1-yl)methyl)-7-(difluoromethoxy)-3-methyl-3H-imidazo[4,5-b]pyridine ClC1=CC(=C(COC2=CC=CC(=N2)C2CCN(CC2)CC2=NC=3C(=NC=CC3OC(F)F)N2C)C=C1)F